(2R,3S,4S,5R)-4-[[3-(3,4-difluoro-2-methyl-phenyl)-4,5-dimethyl-5-(trifluoromethyl)tetrahydrofuran-2-carbonyl]amino]pyridine-2-carboxamide FC=1C(=C(C=CC1F)[C@H]1[C@@H](O[C@]([C@H]1C)(C(F)(F)F)C)C(=O)NC1=CC(=NC=C1)C(=O)N)C